NC1=C(C2=C(S1)CCCCC2)C#N 2-amino-5,6,7,8-tetrahydro-4H-cyclohepta[b]thiophene-3-carbonitrile